ClC1=CC=C(C(=N1)C=1C=NN(C1)C)NC(C)C=1C=2C3=C(N(C(C2C=C(C1)C)=O)C)N(N=C3)C3CCNCC3 9-(1-((6-chloro-2-(1-methyl-1H-pyrazol-4-yl)pyridin-3-yl)amino)ethyl)-4,7-dimethyl-3-(piperidin-4-yl)-3,4-dihydro-5H-pyrazolo[3,4-c]isoquinolin-5-one